FC1(CN(C1)C=1C(=CC=2N(N1)C(=CN2)I)OC)F 6-(3,3-difluoroazetidin-1-yl)-3-iodo-7-methoxy-imidazo[1,2-b]pyridazine